C1(CC1)C(=O)N1CCN(CC1)C1CCC(CC1)NC1=NC=2C3=C(C=CC2C=N1)N=NN3C(C)C Cyclopropyl(4-((1R,4R)-4-((1-isopropyl-1H-[1,2,3]triazolo[4,5-h]quinazolin-8-yl)amino)cyclohexyl)piperazin-1-yl) ketone